N1NC(CC1=O)=O pyrazolin-3,5-dione